C1(CCCCC1)C1=CC=C(C=C1)NC1=CC=2C(C3=CC=CC=C3C2C=C1)(C)C N-(4-cyclohexylphenyl)-9,9-dimethyl-9H-fluorene-2-amine